COC1=CC=C(C=C1)CSC1=CC(=NN1C)C(=O)OC Methyl 5-[(4-methoxyphenyl)methylsulfanyl]-1-methyl-pyrazole-3-carboxylate